(3-bromo-1-(6-(1,1-difluoroethyl)-4-methylpyridin-2-yl)-1H-pyrazolo[4,3-c]pyridin-6-yl)acetamide BrC1=NN(C2=C1C=NC(=C2)CC(=O)N)C2=NC(=CC(=C2)C)C(C)(F)F